1,1-bis(3-bromo-4-(4-maleimidophenoxy)phenyl)ethane tert-butyl-(4-(3-(prop-2-yn-1-yloxy)benzamido)butyl)carbamate C(C)(C)(C)N(C(O)=O)CCCCNC(C1=CC(=CC=C1)OCC#C)=O.BrC=1C=C(C=CC1OC1=CC=C(C=C1)N1C(C=CC1=O)=O)C(C)C1=CC(=C(C=C1)OC1=CC=C(C=C1)N1C(C=CC1=O)=O)Br